C1(CC1)C=1C(=C(OC2CC3(CNC3)CC2)C=CC1)F 6-(3-Cyclopropyl-2-fluorophenoxy)-2-azaspiro[3.4]octan